C(C)N1[C@@H](C(=CCC1)C1=CC=2C(=NC=CC2NC=2C=CC3=C(N=CS3)C2)S1)C (R)-N-(2-(1-ethyl-2-methyl-1,2,5,6-tetrahydropyridin-3-yl)thieno[2,3-b]pyridin-4-yl)benzo[d]thiazol-5-amine